C(C)(C)(C)OC(=O)N[C@@H](C(C)C)C(=O)OC[C@H]1O[C@@]([C@@H]([C@@H]1OC(CC1CCCCC1)=O)O)(C#N)C1=CC=C2C(=NC=NN21)N ((2R,3S,4R,5R)-5-(4-aminopyrrolo[2,1-f][1,2,4]triazin-7-yl)-5-cyano-3-(2-cyclohexylacetoxy)-4-hydroxytetrahydrofuran-2-yl)methyl (tert-butoxycarbonyl)-L-valinate